2-(5-(5-chloropentoxy)-2-(methoxycarbonyl)phenyl)acetic acid ClCCCCCOC=1C=CC(=C(C1)CC(=O)O)C(=O)OC